F[C@H]1CN(CC[C@H]1NC1=CC=CC2=C1SC(=C2CC(F)(F)F)C#CCNC2=C(C=C(C=C2)S(=O)(=O)N)OC)C 4-((3-(7-(((3S,4R)-3-fluoro-1-methylpiperidin-4-yl)amino)-3-(2,2,2-trifluoroethyl)benzo[b]thiophen-2-yl)prop-2-yn-1-yl)amino)-3-methoxybenzenesulfonamide